1-((1r,4R)-4-aminocyclohexyl)ethan-1-ol NC1CCC(CC1)C(C)O